COC[C@@H](CN1N=CC(=C1)C=1N=C(C=2N(C1)N=CC2)C=2C=NN(C2)C(CC)CC)O (R)-1-methoxy-3-(4-(4-(1-(pentan-3-yl)-1H-pyrazol-4-yl)pyrazolo[1,5-a]pyrazin-6-yl)-1H-pyrazol-1-yl)propan-2-ol